Cl.COC1=CC=C(CN2C(N(CC23CCNCC3)CC(=O)NC3=CC=C(C=C3)C(F)(F)F)=O)C=C1 2-(1-(4-Methoxybenzyl)-2-oxo-1,3,8-triazaspiro[4.5]decan-3-yl)-N-(4-(trifluoromethyl)phenyl)acetamide hydrochloride